Cl.Cl.OC=1C=C(C=CC1)CNC(=O)NC=1SC=C(N1)C1=CC=NC=C1 N-[(3-Hydroxyphenyl)methyl]-N'-[4-(4-pyridinyl)-2-thiazolyl]urea dihydrochloride